ClC(C)C1=C(SC2=C1OC(=CC2=O)N2CCCCC2)C 3-(1-chloroethyl)-5-(hexahydropyridin-1-yl)-2-methyl-7H-thieno[3,2-b]pyran-7-one